methyl (S)-3-(8-chloro-6-(2-fluorophenyl)-1-(methylthio)-4H-benzo[f][1,2,4]triazolo[4,3-a][1,4]diazepin-4-yl)propionate ClC=1C=CC2=C(C(=N[C@H](C=3N2C(=NN3)SC)CCC(=O)OC)C3=C(C=CC=C3)F)C1